2-(4-hydroxy-3-(methylsulfonyl)phenyl)-N-(4-(4-methylphenylsulfanyl)phenyl)acetamide OC1=C(C=C(C=C1)CC(=O)NC1=CC=C(C=C1)SC1=CC=C(C=C1)C)S(=O)(=O)C